1-(6-chloro-2-(2,6-dichloro-3,5-dimethoxyphenyl)pyrido[3,4-d]pyrimidin-4-yl)-3-methylazetidin-3-carbonitrile ClC1=CC2=C(N=C(N=C2N2CC(C2)(C#N)C)C2=C(C(=CC(=C2Cl)OC)OC)Cl)C=N1